C(CCC)OCC(O)C1CC1 2-butoxy-1-cyclopropylethan-1-ol